(1S,2S)-2-fluoro-N-[3-(2-methoxy-6-methylphenyl)-1H-pyrazolo[3,4-b]pyridin-6-yl]cyclopropane-1-carboxamide F[C@@H]1[C@@H](C1)C(=O)NC1=CC=C2C(=N1)NN=C2C2=C(C=CC=C2C)OC